[N+](=O)([O-])[O-].[Ru+2].[N+](=O)([O-])[O-] Ruthenium(II) Nitrate